2-{[5-(4-ethylphenyl)-4-methyl-4H-1,2,4-triazol-3-yl]sulfanyl}-1-(3-fluorophenyl)propan-1-one C(C)C1=CC=C(C=C1)C=1N(C(=NN1)SC(C(=O)C1=CC(=CC=C1)F)C)C